N-(5-cyano-4-((2-methoxyethyl)amino)pyridin-2-yl)-5-formyl-6-(1-methyl-1H-pyrazol-4-yl)-1-methyl-1H-pyrrolo[3,2-b]pyridine-3-carboxamide C(#N)C=1C(=CC(=NC1)NC(=O)C1=CN(C=2C1=NC(=C(C2)C=2C=NN(C2)C)C=O)C)NCCOC